OC1=CC=C(C2OC3=CC(=CC(C3C(C2)=O)O)O)C=C1 4',5,7-trihydroxy-dihydroflavanone